C1=C(C=CC=2OC3=C(C21)C=CC=C3)CNC3=CN=C(NC3=O)C3=CC=CC=C3 5-((dibenzo[b,d]furan-2-ylmethyl)amino)-6-oxo-2-phenylpyrimidin